2,4,6,8,10,12-tetradecahexaenealdehyde C(C=CC=CC=CC=CC=CC=CC)=O